racemic-((5R,9S)-2-Methyl-3-phenyl-4,5,6,7,8,9-hexahydro-2H-5,9-epiminocycloocta[c]pyrazol-10-yl)(1-phenyl-1H-pyrazol-3-yl)methanone CN1N=C2C(=C1C1=CC=CC=C1)C[C@H]1CCC[C@@H]2N1C(=O)C1=NN(C=C1)C1=CC=CC=C1 |r|